C(CCCCCCCCCCC=CCCCCCC)C=1C=C(C=C(O)C1)O 5-(12-Nonadecenyl)resorcinol